ClC=1C(=C(C=CC1)B(O)O)F (3-chloro-2-fluorophenyl)boronic acid